heptadiene-3,5-dione C=CC(CC(C=C)=O)=O